OCCC=1C(=C(C(=O)O)C=CC1C(=O)O)CCO.[C@@H]1([C@H](O)[C@H](O)[C@@H](CO)O1)N1C=NC=2C(O)=NC=NC12 inosine BIS-(2-HYDROXYETHYL)TEREPHTHALATE